4-(3-(2-fluoro-5-((6-fluoro-2,3-dihydrobenzofuran-7-yl)methoxy)-4-methoxyphenyl)ureido)thiophene-2,3-dicarboxylic acid dimethyl ester COC(=O)C=1SC=C(C1C(=O)OC)NC(=O)NC1=C(C=C(C(=C1)OCC1=C(C=CC=2CCOC21)F)OC)F